COC(=O)C=1C=C2[C@H]([C@@H]([C@@H](N(C2=CC1)C(C)=O)CC)C)N1N=NC(=C1)COCCOCCOCCOCCOCC#C Methyl-(2S,3R,4S)-4-(4-(2,5,8,11,14-pentaoxaheptadec-16-yn-1-yl)-1H-1,2,3-triazol-1-yl)-1-acetyl-2-ethyl-3-methyl-1,2,3,4-tetrahydroquinoline-6-carboxylate